4-methoxy-2-methyl-aniline hydrochloride Cl.COC1=CC(=C(N)C=C1)C